(phenylethynyl)-2-(2-(trifluoromethoxy)phenyl)furan C1(=CC=CC=C1)C#CC1=C(OC=C1)C1=C(C=CC=C1)OC(F)(F)F